4,4''-bis{N-phenyl-N-(2-phenyl-biphenyl-4-yl)amino}-1,1':3',1''-terphenyl C1(=CC=CC=C1)N(C1=CC(=C(C=C1)C1=CC=CC=C1)C1=CC=CC=C1)C1=CC=C(C=C1)C1=CC(=CC=C1)C1=CC=C(C=C1)N(C1=CC=CC=C1)C1=CC(=C(C=C1)C1=CC=CC=C1)C1=CC=CC=C1